ClC=1C=CC(=C(C1)C1=CC(=C(N=N1)SCCO)NC1=CC(=NC=C1)NC(=O)C1CC(C1)N1[C@@H]2CN([C@H](C1)C2)C)F N-(4-{[6-(5-chloro-2-fluorophenyl)-3-[(2-hydroxy-ethyl)sulfanyl]pyridazin-4-yl]-amino}pyridin-2-yl)-3-[(1S,4S)-5-methyl-2,5-diaza-bicyclo[2.2.1]heptan-2-yl]-cyclobutane-1-carboxamide